C1(=CC=CC=C1)C=1C(=C2C(=CC1)N=C1C=CC3=C4C=CC=CC4=NC3=C12)C1=C(C=2NC3=CC=CC=C3C2C=C1)C1=CC=CC=C1 [Phenylindolocarbazolyl]phenylcarbazole